C(C)(C)(C)OC(=O)N1C(CC2=CC(=CC=C12)F)C(=O)O 1-(tert-butoxycarbonyl)-5-fluoroindoline-2-carboxylic acid